(Z)-5-(5-Fluoro-4-methylpyridin-3-yl)-3-(1-((1-methyl-1H-pyrazol-3-yl)amino)ethylidene)-1H-pyrrolo[2,3-c]pyridin-2(3H)-one FC=1C(=C(C=NC1)C=1C=C/2C(=CN1)NC(\C2=C(\C)/NC2=NN(C=C2)C)=O)C